11-ethyl-9-(3-hydroxypropyl)-1,9-diazatricyclo[6.3.1.04,12]dodeca-2,4(12),5,7-tetraene-2-carboxylic acid C(C)C1CN(C2=CC=CC=3C=C(N1C32)C(=O)O)CCCO